O=C1N(C(CC1)=O)OC(CCCCC(=O)NCCO[C@@H]1[C@@H]([C@@H](O[C@@H]2[C@@H](O)[C@@H](O)[C@H](O)[C@H](O2)CO)[C@H](O)[C@H](O1)CO[C@@H]1[C@@H](O)[C@@H](O)[C@H](O)[C@H](O1)CO)F)=O 6-[(2,5-Dioxopyrrolidin-1-yl)oxy]-N-(2-{[α-D-mannopyranosyl-(1→3)-[α-D-mannopyranosyl-(1→6)]-2-deoxy-2-fluoro-α-D-glucopyranosyl]oxy}ethyl)-6-oxo-hexanamide